BrC12CC3(CC(CC(C1)C3)C2)CN2C(C(=CC=C2)NC([C@H](CCC(C(=O)NC)=O)NC(=O)C=2OC3=C(C2C)C=CC=C3)=O)=O (2S)-N1-(1-((3-Bromo-1-adamantyl)methyl)-2-oxo-1,2-dihydropyridin-3-yl)-N6-methyl-2-(3-methylbenzofuran-2-carboxamido)-5-oxohexandiamid